3-acetyl-8-bromo-2-((4-(tert-butyl)benzyl)sulfinyl)-5-chloroquinolin-4(1H)-one C(C)(=O)C1=C(NC2=C(C=CC(=C2C1=O)Cl)Br)S(=O)CC1=CC=C(C=C1)C(C)(C)C